(S)-8-(6-amino-5-((2-amino-3-chloropyridin-4-yl)thio)pyrazin-2-yl)-2-cyclopropyl-8-azaspiro[4.5]dec-2-en-1-amine succinate C(CCC(=O)O)(=O)O.NC1=C(N=CC(=N1)N1CCC2(CC=C([C@H]2N)C2CC2)CC1)SC1=C(C(=NC=C1)N)Cl